C1(CC1)C1CC(C1)[C@@H](C=1N=C2N(N=C(C=C2)CC2C(NC[C@@H](C2)C(F)(F)F)=O)C1)NC(OCC1=CC=CC=C1)=O Benzyl ((1S)-((1S,3R)-3-cyclopropylcyclobutyl)(6-(((5R)-2-oxo-5-(trifluoromethyl)piperidin-3-yl)methyl)imidazo[1,2-b]pyridazin-2-yl)methyl)carbamate